C(N)(=O)[C@@H]1C[C@H](CCC1)NC(OCCCC)=O Butyl ((1S,3S)-3-carbamoylcyclohexyl)carbamate